[Na].FC(N1N=CC(=C1)N(S(=O)(=O)NC(=O)NC1=C2CCCC2=CC=2CCCC12)C1CCN(CC1)C)F 1-{[1-(difluoromethyl)-1H-pyrazol-4-yl](1-methylpiperidin-4-yl)sulfamoyl}-3-(1,2,3,5,6,7-hexahydro-s-indacen-4-yl)urea Sodium Salt